C(C1=CC=CC=C1)OC=1C=C(C=CC1)CC(=O)O 2-(3-benzyloxyphenyl)acetic acid